BrCC1=CC(=CC=C1)COC 1-(bromomethyl)-3-(methoxymethyl)benzene